7-bromo-4-(cyclopropylethynyl)-4-(1,1-difluoroethyl)-1-(4-methoxybenzyl)-3,4-dihydroquinazolin-2(1H)-one BrC1=CC=C2C(NC(N(C2=C1)CC1=CC=C(C=C1)OC)=O)(C(C)(F)F)C#CC1CC1